C(C)(=O)C=1C(=NC(=CC1)C=1C=NN2C1C=CC(=C2)OC=2N=NC(=CC2)C)C=2C(=NNC2C2CC2)C#N [3-acetyl-6-[6-(6-methylpyridazin-3-yl)oxypyrazolo[1,5-a]pyridin-3-yl]pyridin-2-yl]-5-cyclopropylpyrazole-3-carbonitrile